O=S1(C2=C(OCCCN1C1=CC=C(C=C1)C(F)(F)F)C=CC(=C2)NC(=O)C2=C(N=CO2)C)=O N-(1,1-Dioxido-2-(4-(Trifluoromethyl)Phenyl)-2,3,4,5-Tetrahydrobenzo[b][1,4,5]Oxathiazocin-9-yl)-4-Methyloxazole-5-Carboxamide